C1CC12CN(C2)C=2C=C1C(=CC=NC1=CC2)C(=O)O 6-(5-azaspiro[2.3]hexan-5-yl)quinoline-4-carboxylic acid